ClC=1C(=C(C(=CC1N1CC(CC1)(C1N(CC1)C)C)F)S(=O)(=O)NC1=NC(=CC=C1)F)F 3-chloro-2,6-difluoro-N-(6-fluoropyridin-2-yl)-4-(3-methyl-3-(1-methylazetidin-2-yl)pyrrolidin-1-yl)benzenesulfonamide